C(C)(C)(C)C1=CC(=C(C=C1)P(C1=CC=CC=C1)(C1=CC=CC=C1)=O)O (4-(tert-butyl)-2-hydroxyphenyl)diphenylphosphine oxide